NC1=CC=CC(=N1)N1C=CC=2C(=CC=CC12)NC1=CC=C(C=C1)C 1-(6-aminopyridin-2-yl)-N-(p-tolyl)-1H-indol-4-amine